C(C)(C)(C)OC(C(CC1=CC=NC=C1)NCC(=O)NC1=C(C=CC(=C1)Cl)N1N=NC(=C1)Cl)=O 2-((2-((5-Chloro-2-(4-chloro-1H-1,2,3-triazol-1-yl)phenyl)amino)-2-oxoethyl)amino)-3-(pyridin-4-yl)propanoic acid tert-butyl ester